C(C=1C(C(=O)O)=CC=CC1)(=O)O.C1C=CC2=CC=CC=C12 indene phthalate